C(=O)(O)C(CC(=O)O)N(C(C(CC(=O)N)S(=O)(=O)O)=O)CCCCCCCCCCCCCCCCCC N-(1,2-dicarboxyethyl)-N-octadecylsulfosuccinamide